C(C1=CC=CC=C1)OC1=C(C(=CC(=C1)Br)C)[N+](=O)[O-] 1-(benzyloxy)-5-bromo-3-methyl-2-nitrobenzene